2-[6-amino-5-(trifluoromethyl)pyridin-3-yl]-N-[2-(2-fluorophenyl)propan-2-yl]-6,7-dihydrospiro[pyrazolo[5,1-c][1,4]oxazine-4,3'-pyrrolidine]-1'-carboxamide NC1=C(C=C(C=N1)C1=NN2C(=C1)C1(CN(CC1)C(=O)NC(C)(C)C1=C(C=CC=C1)F)OCC2)C(F)(F)F